C1(=CC=CC=C1)C(C(N)C1=CC=CC=C1)N racemic-1,2-diphenylethane-1,2-diamine